COC([C@@H](CC=C)O)=O (2R)-2-hydroxypent-4-enoic acid methyl ester